1-(3-chlorophenyl-ethyl)-3-(4-(methylsulfonyl)phenethyl)piperidine ClC=1C=C(C=CC1)CCN1CC(CCC1)CCC1=CC=C(C=C1)S(=O)(=O)C